CN(C/C=C/C1=NC=CC(=C1)CN1C=2N(C3=CC=C(C=C3C1=O)S(=O)(=O)NC1(CC1)C)[C@@H](CN2)C)C (R,E)-4-((2-(3-(dimethylamino)prop-1-en-1-yl)pyridin-4-yl)methyl)-1-methyl-N-(1-methylcyclopropyl)-5-oxo-1,2,4,5-tetrahydroimidazo[1,2-a]quinazoline-7-sulfonamide